4-ethyl-6-(2-(2-methylpyridin-4-yl)imidazo[1,2-a]pyrimidin-3-yl)-3,4-dihydro-2H-benzo[b][1,4]oxazine C(C)N1C2=C(OCC1)C=CC(=C2)C2=C(N=C1N2C=CC=N1)C1=CC(=NC=C1)C